ClC=1C=C(C=CC1O)C1=CC=C2CC/C(/C(C2=C1)=O)=N/O (2Z)-7-(3-chloro-4-hydroxyphenyl)-2-(hydroxyimino)-1,2,3,4-tetrahydronaphthalen-1-one